5-butyryl-8-benzyloxyquinolone C(CCC)(=O)C1=C2C=CC(NC2=C(C=C1)OCC1=CC=CC=C1)=O